ClC=1C(=CC(=C(C1)C=1NC=2C=CN=C(C2C(C1)=O)C(=O)N)C)C1(CC(CC1)(F)F)C 2-(5-chloro-4-(3,3-difluoro-1-methylcyclopentyl)-2-methylphenyl)-4-oxo-1,4-dihydro-1,6-naphthyridine-5-carboxamide